FC1=C2CCC(C2=CC=C1NC(C=C)=O)=O N-(4-fluoro-1-oxo-2,3-dihydro-1H-inden-5-yl)acrylamide